NCCOCCOCCOCCOCCOC=1C=C(C=CC1)C(C(=O)N[C@@H](C(=O)NCC1=CC=C(C=C1)CNC(=O)N)CCCN\C(=N/C(NCCNC(CC)=O)=O)\N)C1=CC=CC=C1 (2R)-2-(2-(3-((14-amino-3,6,9,12-tetraoxatetradecyl)oxy)phenyl)-2-phenylacetamido)-5-((Z)-2-((2-propionamidoethyl)carbamoyl)guanidino)-N-(4-(ureidomethyl)benzyl)pentanamide